5-((triethylsilyl)oxycarbonyl)-1H-pyrazole-3-carboxylic acid C(C)[Si](OC(=O)C1=CC(=NN1)C(=O)O)(CC)CC